mercapto-2,3,5',8'-tetrahydro-6'H-spiro[indene-1,7'-quinazolin]-4'-ol SC1=NC=2CC3(CCC2C(=N1)O)CCC1=CC=CC=C13